CSC=1NC(C2=C(N1)CN(C2)C(=O)OC(C)(C)C)=O Tert-butyl 2-(methylthio)-4-oxo-3,4,5,7-tetrahydro-6H-pyrrolo[3,4-d]pyrimidine-6-carboxylate